ClC1=C(C=C(CC2(N=C(C=3C(=N2)N(NC3)C3CCOCC3)NC3=NNC(=C3)C)N)C=C1)NCCS(=O)(=O)C 6-(4-chloro-3-{[2-(methylsulfonyl)ethyl]amino}benzyl)-N4-(5-methyl-1H-pyrazol-3-yl)-1-(Tetrahydro-2H-pyran-4-yl)-1H-pyrazolo[3,4-d]pyrimidine-4,6-diamine